CC1=NC=CC(=C1C=1C=C2C(=NC1)NC=C2C2=CC=1N(C=C2)N=CC1C(=O)N[C@@H](C(F)(F)F)C)C (R)-5-(5-(2,4-dimethylpyridin-3-yl)-1H-pyrrolo[2,3-b]pyridin-3-yl)-N-(1,1,1-trifluoropropan-2-yl)pyrazolo[1,5-a]pyridine-3-carboxamide